8-chloro-2-(2-phenylethyl)-5,6,7,8-tetrahydrochromone ClC1CCCC=2C(C=C(OC12)CCC1=CC=CC=C1)=O